ethyl-3-(1-methylcyclopropyl)-1H-pyrazole C(C)N1N=C(C=C1)C1(CC1)C